CC1CC(C1)(C1=NN=CN1C)C=1C=C(C=CC1)N1C(C2=C(C(=C1)C(F)(F)F)C=C(N2)CN2C[C@@H](CCC2)C)=O 6-[3-[3-methyl-1-(4-methyl-1,2,4-triazol-3-yl)cyclobutyl]phenyl]-2-[[(3R)-3-methylpiperidin-1-yl]methyl]-4-(trifluoromethyl)-1H-pyrrolo[2,3-c]pyridin-7-one